11-fluoro-8-oxa-3,5-diazatricyclo[7.4.0.02,7]trideca-1(13),2(7),9,11-tetraene-4,6-dione FC=1C=C2OC=3C(NC(NC3C2=CC1)=O)=O